BrC1=CC=CC(=N1)C(=O)NC1=CC(=C(C=C1)NC1=NC(=NC=C1OC)N1CCNCC1)OC 6-bromo-N-(3-methoxy-4-((5-methoxy-2-(piperazin-1-yl)pyrimidin-4-yl)amino)phenyl)picolinamide